Cl.C(#N)C1=C(C=C(C=C1)N1C(N(C(C1=O)(C)C)C1=CC(=C(OCCN2CCN(C3(CC3)C2)CC(=O)N)C=C1)CC)=S)C(F)(F)F 2-(7-(2-(4-(3-(4-cyano-3-(trifluoromethyl)phenyl)-5,5-dimethyl-4-oxo-2-thioxoimidazolidin-1-yl)-2-ethylphenoxy)ethyl)-4,7-diazaspiro[2.5]oct-4-yl)acetamide hydrochloride